COC1=CC=C(C=C1)C=1OC(=C(N1)CCOC=1C=C2CC[C@H](C2=CC1)CC(=O)O)C (S)-2-(5-(2-(2-(4-methoxyphenyl)-5-methyloxazol-4-yl)ethoxy)-2,3-dihydro-1H-inden-1-yl)acetic acid